ClC1=C(C(=CC(=C1)F)Cl)O 2,6-dichloro-4-fluorophenol